C(CCCCCCC\C=C/C\C=C/CCCCC)C(CN(CCCCCCCC\C=C/C\C=C/CCCCC)CCCCCCCC\C=C/C\C=C/CCCCC)N 1,N2,N2-tri((9Z,12Z)-octadeca-9,12-dien-1-yl)ethane-1,2-diamine